[Pb+2].[I-].[I-].[I-].[Cs+] cesium triiodide lead